CN1C(C2=CC=C(C=C2C1)B(O)O)=O (2-methyl-1-oxo-isoindolin-5-yl)boronic acid